O[C@@H](C(=O)N[C@H](C(=O)N[C@@H](C[C@H]1C(NCC1)=O)C(COC(F)(F)F)=O)CC(C)C)CC1=CC=CC=C1 (S)-2-((R)-2-hydroxy-3-phenylpropionylamino)-4-methyl-N-((S)-3-oxo-1-((S)-2-oxopyrrolidin-3-yl)-4-(trifluoromethoxy)butan-2-yl)pentanamide